(Z)-3-(3-bromo-1-(3-chloro-2-pyridinyl)-1H-pyrazol-5-yl)-2-fluoroacrylate BrC1=NN(C(=C1)\C=C(\C(=O)[O-])/F)C1=NC=CC=C1Cl